C(N)(OC1CCC(CC1)C=1NC=CN1)=O (4-(1H-imidazol-2-yl) cyclohexyl) carbamate